ClC1=CC=C2C(=C(NC2=C1Cl)CO)C=1C=NN(C1)C1OCCCC1 [6,7-dichloro-3-(1-tetrahydropyran-2-ylpyrazol-4-yl)-1H-indol-2-yl]methanol